NC1=C(C(=O)C2=NC=CC=C2)C=C(C=C1)Br 2-(2-Amino-5-bromo-benzoyl)pyridine